O1CCC(CC1)N1CC(C1)NC(OC(C)(C)C)=O tert-butyl (1-(tetrahydro-2H-pyran-4-yl)azetidin-3-yl)carbamate